C1(CC1)CC(C(C(=O)OC)O)NC(=O)[C@@H]1[C@H]2C([C@H]2CN1C([C@@H](NC(C(C)C)=O)C(C)C)=O)(C)C methyl 4-cyclopropyl-2-hydroxy-3-((1R,2S,5S)-3-(isobutyryl-L-valyl)-6,6-dimethyl-3-azabicyclo[3.1.0]hexane-2-carboxamido)butanoate